FC=1C=NN(C(C1)=O)CC(=O)O 2-(4-fluoro-6-oxo-pyridazin-1-yl)acetic acid